CC(C#N)(C)C1=C2C(=NC(=C1)N1[C@@H](COCC1)C)C(=NS2)C2=CC=NN2C2OCCCC2 2-methyl-2-{5-[(3R)-3-methylmorpholin-4-yl]-3-[1-(oxan-2-yl)-1H-pyrazol-5-yl]-[1,2]thiazolo[4,5-b]pyridin-7-yl}propanenitrile